FC(C=1N=C2N(C=C(C=C2)S(=O)(=O)C2=CC=C(C=C2)CNC(=O)C2=CC=3C(=CN=CC3)S2)C1)(F)F N-({4-[2-(trifluoromethyl)imidazo[1,2-a]pyridine-6-sulfonyl]phenyl}methyl)thieno[2,3-c]pyridine-2-carboxamide